C(CCC)C1=CC(=C(C(=C1)F)C#CC1=CC=2SC(=CC2S1)C1=CC=C(C=C1)CCC)F 5-[(4-butyl-2,6-difluorophenyl)ethynyl]-2-(4-propylphenyl)thieno[3,2-b]thiophene